COC(=O)C1=CC=C(C=C1)C(C)N1C[C@@H](N(C[C@H]1C)C(=O)OC(C)(C)C)C (2S,5R)-tert-butyl 4-(1-(4-(methoxycarbonyl) phenyl) ethyl)-2,5-dimethylpiperazine-1-carboxylate